4-(dimethylamino)-1-(3-((4-(naphthalen-2-ylamino)-5-(trifluoromethyl)pyrimidin-2-yl)amino)piperidin-1-yl)but-2-en-1-one CN(CC=CC(=O)N1CC(CCC1)NC1=NC=C(C(=N1)NC1=CC2=CC=CC=C2C=C1)C(F)(F)F)C